FC(C1=CC=C(C=C1)N1C[C@H](CC2=CC=CC=C12)NC(C=C)=O)(F)F (S)-N-(1-(4-(trifluoromethyl)-phenyl)-1,2,3,4-tetrahydro-quinolin-3-yl)acrylamide